C(C1=CC=CC=C1)O[C@@H]1[C@H](C(OC2=CC=C(C=C2)OC)O[C@@H]([C@H]1O[C@H]1[C@@H](OCC2=CC=CC=C2)[C@@H](OCC2=CC3=CC=CC=C3C=C2)[C@H](OCC2=CC=CC=C2)[C@H](O1)COC(C)=O)COCC1=CC=CC=C1)N1C(C2=CC=CC=C2C1=O)=O 4-methoxyphenyl 3,6-di-O-benzyl-2-deoxy-4-O-{6-O-acetyl-2,4-di-O-benzyl-3-O-[(naphthalen-2-yl) methyl]-β-D-mannopyranosyl}-2-(1,3-dioxo-1,3-dihydro-2H-isoindol-2-yl)-D-glucopyranoside